FC=1C=CCOC1 5-fluoro-2H-pyran